{1-[3-(2-hydroxypropan-2-yl)-5-(trifluoromethyl)phenyl]ethyl}-2-methylpropan-2-sulfonamide OC(C)(C)C=1C=C(C=C(C1)C(F)(F)F)C(C)CC(C)(S(=O)(=O)N)C